C(C)S(=O)(=O)C1=CC=C(C=C1)[C@H](CO)NC(C1=CC=C(C=C1)N1CCN(CC1)CC1=CC=C(C=C1)C(F)(F)F)=O (R)-N-(1-(4-(ethylsulfonyl)phenyl)-2-hydroxyethyl)-4-(4-(4-(trifluoromethyl)benzyl)piperazin-1-yl)benzamide